FC(C1=C(C[C@@]2(NCCC2)C(=O)O)C=CC=C1)(F)F alpha-(2-trifluoromethyl-benzyl)-proline